CN1N=C(C=C1)C1(NC(NC1=O)=O)CCC(=O)OC(C)(C)C Tert-butyl 3-(4-(1-methyl-1H-pyrazol-3-yl)-2,5-dioxoimidazolidin-4-yl)propanoate